[Cl-].COC1CCC(CC1)[NH3+] (1R,4R)-4-methoxycyclohexan-1-aminium chloride